methyl 2-[3-(4-amino-2-fluoro-6-methyl-3-pyridyl)-2-pyridyl]propanoate NC1=C(C(=NC(=C1)C)F)C=1C(=NC=CC1)C(C(=O)OC)C